(1S,5R,6R)-6-(Azidomethyl)-1-(4-methoxyphenyl)-3-oxabicyclo[3.1.0]hexan-2-one N(=[N+]=[N-])C[C@@H]1[C@H]2COC([C@@]12C1=CC=C(C=C1)OC)=O